tert-butyl 5-amino-4-cyclopropyl-1H-pyrazole-1-carboxylate NC1=C(C=NN1C(=O)OC(C)(C)C)C1CC1